COCC[C@H](CCCC)N (S)-1-methoxyheptan-3-amine